methyl (S)-5-(1-amino-2-hydroxyethyl)-2-chlorobenzoate N[C@H](CO)C=1C=CC(=C(C(=O)OC)C1)Cl